3-(4,4-difluoropiperidin-1-yl)-5-(methoxymethoxy)pyridine Gold [Au].FC1(CCN(CC1)C=1C=NC=C(C1)OCOC)F